BrC1=CC=CC2=C1C=C(O2)C(=O)N[C@H](C(=O)NC=2C(N(C=CC2)CC(=O)NC2C1CC3CC(CC2C3)C1)=O)CCC(C(=O)NC)=O (S)-2-(4-bromobenzofuran-2-carboxamido)-N1-(1-(2-(2-adamantylamino)-2-oxoethyl)-2-oxo-1,2-dihydropyridin-3-yl)-N6-methyl-5-oxohexanediamide